ruthenium (mesitylene) chloride [Cl-].C1(=CC(=CC(=C1)C)C)C.[Ru+3].[Cl-].[Cl-]